C(C1=CC=CC=C1)OCC(CN1C(=NC2=NC=CC(=C21)Br)C)OCC 1-(3-benzyloxy-2-ethoxy-propyl)-7-bromo-2-methyl-imidazo[4,5-b]pyridine